(1R,3S)-3-(3-{[(4-meth-oxyphenyl)acetyl]amino}-1H-pyrazol-5-yl)cyclopentyl [(2ξ)-2-hydroxy-butyl]carbamate OC(CNC(O[C@H]1C[C@H](CC1)C1=CC(=NN1)NC(CC1=CC=C(C=C1)OC)=O)=O)CC